[Cl-].CN(C)[Zr](C1OCCC1)(C1OCCC1)N(C)C bis(dimethylamino)bis(tetrahydrofuran-2-yl)zirconium (IV) chloride